3-chloro-4-((3,5-difluoropyridin-2-yl)methoxy)-2'-(3-(2-hydroxypropan-2-yl)-1,2,4-thiadiazol-5-yl)-5',6-dimethyl-2H-[1,4'-bipyridin]-2-one ClC=1C(N(C(=CC1OCC1=NC=C(C=C1F)F)C)C1=CC(=NC=C1C)C1=NC(=NS1)C(C)(C)O)=O